7-((trans)-4-(4-methylpiperazin-1-yl)cyclohexyl)-5-(4-(p-tolyloxy)phenyl)-7H-pyrrolo[2,3-d]pyrimidin-4-amine CN1CCN(CC1)[C@@H]1CC[C@H](CC1)N1C=C(C2=C1N=CN=C2N)C2=CC=C(C=C2)OC2=CC=C(C=C2)C